BrC1=C2CC(N(CC2=CC=C1)C=O)C(=O)N1CC(=CCC1)C=1C=CC2=C(C=C(O2)C(=O)N(C)C)C1 5-(1-(5-bromo-2-formyl-1,2,3,4-tetrahydroisoquinoline-3-carbonyl)-1,2,5,6-tetrahydropyridin-3-yl)-N,N-dimethylbenzofuran-2-carboxamide